2,5-di(4-aminophenyl)-1,3,4-oxadiazole NC1=CC=C(C=C1)C=1OC(=NN1)C1=CC=C(C=C1)N